1-chloro-1,2,3,3,3-pentafluoropropane ClC(C(C(F)(F)F)F)F